[4-[4-methyl-5-(trifluoromethoxy)-2-pyridyl]phenyl]methanol CC1=CC(=NC=C1OC(F)(F)F)C1=CC=C(C=C1)CO